tert-butyl 2-(2-((7-(3-(((tert-butoxycarbonyl)amino)methyl)phenyl)-2-(((tert-butyldimethylsilyl)oxy)methyl)benzofuran-5-yl)methoxy)phenyl)acetate C(C)(C)(C)OC(=O)NCC=1C=C(C=CC1)C1=CC(=CC=2C=C(OC21)CO[Si](C)(C)C(C)(C)C)COC2=C(C=CC=C2)CC(=O)OC(C)(C)C